CN([C@H](C(C)C)C(=O)O)C1=NC=2C(=CC=CC2C=2N1N=C(N2)C=2C=NN(C2)C)Br Methyl-N-[7-bromo-2-(1-methyl-1H-pyrazol-4-yl)[1,2,4]triazolo[1,5-c]quinazolin-5-yl]-D-valine